8-((1S,2S)-2-(4-(difluoromethoxy)phenyl)cyclopropyl)-6-(2,4-dimethoxypyrimidin-5-yl)imidazo[1,2-b]pyridazine FC(OC1=CC=C(C=C1)[C@@H]1[C@H](C1)C=1C=2N(N=C(C1)C=1C(=NC(=NC1)OC)OC)C=CN2)F